C(CCCCCCC)C(CCCCCCCOCCCCCCCC(O)(O)CCCCCCCC)(O)O.[Ti] titanium dioctyloxybis(octanediol)